tert-Butyl 3-[(4-{4-fluoro-2-[(3R)-3-methylmorpholine-4-carbonyl]phenyl}-1-methyl-1H-indazol-7-yl)methylene]azetidine-1-carboxylate FC1=CC(=C(C=C1)C1=C2C=NN(C2=C(C=C1)C=C1CN(C1)C(=O)OC(C)(C)C)C)C(=O)N1[C@@H](COCC1)C